NC1=C(C(=NC=C1)C1CCN(CC1)C(=O)OC(C)(C)C)Cl tert-Butyl 4-(4-amino-3-chloropyridin-2-yl)piperidine-1-carboxylate